O[C@H]1[C@H](C[C@@H]2C(C[C@H]3[C@@H]4CC[C@H]([C@@H](CC(C)C)C)[C@]4(CC[C@@H]3[C@]2(C1)C)C)=O)O 2α,3α-dihydroxy-23-methyl-5α-cholan-6-one